4-cyclopropyl-1H-benzimidazole-2-carboxylic acid C1(CC1)C1=CC=CC=2NC(=NC21)C(=O)O